N1C=NC2=C1C=CC(=C2)N2C(NC(C2C2=CC=C(C=C2)Cl)=NCC2=CC=CC=C2)=O 1-(1H-Benzoimidazol-5-yl)-4-benzylimino-5-(4-chlorophenyl)-imidazolidin-2-on